BrC=1C=NN2C1COCC2 3-bromo-6,7-dihydro-4H-pyrazolo[3,2-c][1,4]oxazine